tert-butyl 7-[5-(2,6-dibenzyloxy-3-pyridyl)-3-fluoro-2-pyridyl]-2,7-diazaspiro[3.5]nonane-2-carboxylate C(C1=CC=CC=C1)OC1=NC(=CC=C1C=1C=C(C(=NC1)N1CCC2(CN(C2)C(=O)OC(C)(C)C)CC1)F)OCC1=CC=CC=C1